2-{6-[(3S)-1-(difluoroacetyl)pyrrolidin-3-yl]-2-ethyl-5,8-dioxo-5,6,7,8-tetrahydro-4H-pyrazolo[1,5-a]pyrrolo[3,4-d]pyrimidin-4-yl}-N-(5-fluoropyridin-2-yl)acetamide FC(C(=O)N1C[C@H](CC1)N1C(C=2N(C=3N(C(C2C1)=O)N=C(C3)CC)CC(=O)NC3=NC=C(C=C3)F)=O)F